(1r,3r)-3-amino-cyclobutane-1-carbonitrile NC1CC(C1)C#N